FC=1C=C2C(=NC(=NC2=C(C1C1=CC(=CC2=CC=CC=C12)O)F)OCC1(CC1)CN(C)CC(C)(C)O)N1C[C@@]2(CC[C@H](C1)N2)C 4-(6,8-difluoro-2-((1-(((2-hydroxy-2-methylpropyl)(methyl)amino)methyl)cyclopropyl)methoxy)-4-((1S,5R)-1-methyl-3,8-diazabicyclo[3.2.1]octan-3-yl)quinazolin-7-yl)naphthalen-2-ol